CC([O-])C.O=C(O)CN(C)C(N)=N creatine isopropoxide